di{(t-butyldimethylsilyl)amino}dimethylvinylsilane [Si](C)(C)(C(C)(C)C)N[SiH](C=C(C)C)N[Si](C)(C)C(C)(C)C